ethyl 2-(((((7aR,8R,10R,10aR)-10-(4-aminopyrrolo[2,1-f][1,2,4]triazin-7-yl)-10-cyano-2,6-dioxooctahydro-2H-furo[3,4-b][1,4]dioxonin-8-yl)methoxy)carbonyl)oxy)-2-methylpropanoate NC1=NC=NN2C1=CC=C2[C@@]2(O[C@@H]([C@@H]1[C@H]2OC(CCCC(O1)=O)=O)COC(=O)OC(C(=O)OCC)(C)C)C#N